C(#N)C1=C(SC=C1)C(=O)NCC1=CC(=CC(=C1)F)F 3-cyano-N-(3,5-difluorobenzyl)thiopheneamide